OCC1C(CC1)=O (hydroxymethyl)cyclobutanone